2-((3-(difluoromethyl)piperidin-1-yl)methyl)-6-(3-(3-methoxy-1-(4-methyl-4H-1,2,4-triazol-3-yl)cyclobutyl)phenyl)-4-(trifluoromethyl)-1,6-dihydro-7H-pyrrolo[2,3-c]pyridin-7-one FC(C1CN(CCC1)CC1=CC2=C(C(N(C=C2C(F)(F)F)C2=CC(=CC=C2)C2(CC(C2)OC)C2=NN=CN2C)=O)N1)F